methyl trans-2-(dimethylcarbamoyl)cyclopropane-1-carboxylate CN(C(=O)[C@H]1[C@@H](C1)C(=O)OC)C